C(CCCCCCC)C=1C(C(=CC(C1)=O)CCCCCCCC)=O 2,6-dioctylbenzoquinone